trifluoroacetic acid-potassium salt [K+].FC(C(=O)[O-])(F)F